NC12C(N(C(CC1)C2)C(=O)[O-])N2N=CC=1C2=NC=NC1C1=C(C=CC=C1)C(NC1=C(C=CC=C1)N(C)C)=O 4-amino-3-(4-((2-(dimethylamino)phenylcarbamoyl)phenyl)-1H-pyrazolo[3,4-d]pyrimidin-1-yl)-2-azabicyclo[2.2.1]heptane-2-carboxylate